N-((2-(2-(4,7-diazaspiro[2.5]octan-7-yl)pyrimidin-4-yl)-1,6-naphthyridin-7-yl)methyl)-5-(methylsulfonyl)-6-(trifluoromethyl)nicotinamide C1CC12NCCN(C2)C2=NC=CC(=N2)C2=NC1=CC(=NC=C1C=C2)CNC(C2=CN=C(C(=C2)S(=O)(=O)C)C(F)(F)F)=O